C(N)(=O)CC1=NNC=C1 carbamoylmethylpyrazole